(3-fluorophenyl)(3-(4-hydroxyphenoxy)-6-methoxybenzo[b]thiophen-2-yl)methanone FC=1C=C(C=CC1)C(=O)C1=C(C2=C(S1)C=C(C=C2)OC)OC2=CC=C(C=C2)O